ClC1=C(C=CC(=C1)C)S(=O)(=O)N1CCC2(CC(CO2)N2CC3(COC3)C2)CC1 8-((2-chloro-4-methylphenyl)sulfonyl)-3-(2-oxa-6-azaspiro[3.3]hept-6-yl)-1-oxa-8-azaspiro[4.5]decane